4-chloro-2-trifluoromethyl-aniline ClC1=CC(=C(N)C=C1)C(F)(F)F